F[C@@H]1C[C@H](N(C1)C(CC=1OC(=CN1)C)=O)C(=O)N[C@H](C1=NC=C(C=C1)C(C)C)C1=CC=CC=C1 (2S,4R)-4-fluoro-1-[2-(5-methyl-1,3-oxazol-2-yl)acetyl]-N-[(S)-phenyl[5-(propan-2-yl)pyridin-2-yl]methyl]pyrrolidine-2-carboxamide